6,6-dimethyl-N-(4-methyl-3-(pyrimidin-2-yl)phenyl)-4-(pyrimidin-2-yl)morpholine-3-carboxamide CC1(OCC(N(C1)C1=NC=CC=N1)C(=O)NC1=CC(=C(C=C1)C)C1=NC=CC=N1)C